FC=1C=C(C=C2C=NN(C12)C(C)C)B1OC(C(O1)(C)C)(C)C 7-fluoro-1-isopropyl-5-(4,4,5,5-tetramethyl-1,3,2-dioxaborolan-2-yl)-1H-indazole